C(C)C=1C=C2C(CC3C(C(OC3=O)=O)C2=CC1)C1C(OC(C1)[O-])[O-] 1,3,3a,4,5,9b-hexahydro-7-ethyl-5-(tetrahydro-2,5-dioxido-3-furanyl)-naphtho[1,2-c]-furan-1,3-dione